CN(C1=CC=C(C=C1)N(C)C)C N1,N1,N4,N4-tetramethyl-benzene-1,4-diamine